tert-butyl 4-[2-amino-4-(2,6-dibenzyloxy-3-pyridyl)phenyl]-3,6-dihydro-2H-pyridine-1-carboxylate NC1=C(C=CC(=C1)C=1C(=NC(=CC1)OCC1=CC=CC=C1)OCC1=CC=CC=C1)C=1CCN(CC1)C(=O)OC(C)(C)C